C[C@@](COC1=C(C=C(C=C1)C1=CC=NC=C1)C(F)(F)F)(CC(C)C)N (S)-2,4-dimethyl-1-(4-(pyridin-4-yl)-2-(trifluoromethyl)phenoxy)pentan-2-amine